FC(C1=CC=C2C(=N1)NC=C2S(=O)(=O)NC2=NC(=C(C(=N2)OC)CC(CF)F)OC)F 6-(difluoromethyl)-N-[5-(2,3-difluoropropyl)-4,6-dimethoxy-pyrimidin-2-yl]-1H-pyrrolo[2,3-b]pyridine-3-sulfonic acid amide